4-Amino-8-bromo-7-fluoro-3-(propylcarbamoyl)cinnoline 2-oxide NC1=C([N+](=NC2=C(C(=CC=C12)F)Br)[O-])C(NCCC)=O